NC(CCCCCCCCCCCCCCC)O aminocetyl alcohol